C(C1=CC=CC=C1)(C1=CC=CC=C1)N1CC2N(C(C1)C2)C(=O)C=2C(=C1CN(C(C1=CC2)=O)C2C(NC(CC2)=O)=O)F 3-(5-(3-benzhydryl-3,6-diazabicyclo[3.1.1]heptane-6-carbonyl)-4-fluoro-1-oxoisoindolin-2-yl)piperidine-2,6-dione